tert-butyl 5-fluoro-3-(4,4,5,5-tetramethyl-1,3-dioxolan-2-yl)-1H-indole-1-carboxylate FC=1C=C2C(=CN(C2=CC1)C(=O)OC(C)(C)C)C1OC(C(O1)(C)C)(C)C